Butyl 4-(5-(6-Bromo-4-methyl-3-oxo-3,4-dihydropyrazin-2-ylamino)pyridin-2-yl)piperazine-1-carboxylate BrC1=CN(C(C(=N1)NC=1C=CC(=NC1)N1CCN(CC1)C(=O)OCCCC)=O)C